BrC1=CC(=CC=2C(OC(=NC21)C2=CC=CC=C2)=O)C 8-bromo-6-methyl-2-phenyl-4H-3,1-benzoxazin-4-one